(3S,8aS)-N-(4-chlorophenyl)-3-((S)-2-(methylamino)propanamido)-4-oxohexahydro-2H-pyrrolo[2,1-b][1,3]oxazine-6-carboxamide ClC1=CC=C(C=C1)NC(=O)C1CC[C@@H]2OC[C@@H](C(N21)=O)NC([C@H](C)NC)=O